Cl.N12CCC(CC1)(CC2)C=2SC1=C(N2)C(=CC(=C1)C=1C=C(C=2N(N1)C=C(N2)C)C)F 6-[2-(1-azabicyclo[2.2.2]oct-4-yl)-4-fluoro-1,3-benzothiazol-6-yl]-2,8-dimethylimidazo[1,2-b]pyridazine hydrochloride